(3-formyl-1H-indol-1-yl)methyl dodecanoate C(CCCCCCCCCCC)(=O)OCN1C=C(C2=CC=CC=C12)C=O